NC1=NC=NN2C1=C(C=C2C=2C=C(C(=NC2)OC)C(=O)N[C@@H]2CN(C[C@@H]2F)C(=O)OC2(CC2)C)CN2CCC(CC2)(F)F 1-methylcyclopropyl (3R,4S)-3-(5-{4-amino-5-[(4,4-difluoropiperidin-1-yl)methyl]pyrrolo[2,1-f][1,2,4]triazin-7-yl}-2-methoxypyridine-3-amido)-4-fluoropyrrolidine-1-carboxylate